4-[5-(2-Aminoethyl)pyrimidin-2-yl]-3-(2-methyl-6-morpholin-4-ylpyridin-4-yl)oxybenzonitrile NCCC=1C=NC(=NC1)C1=C(C=C(C#N)C=C1)OC1=CC(=NC(=C1)N1CCOCC1)C